4-(2-((3-(4'-(hydroxy(phenyl)methyl)-[1,1'-biphenyl]-4-yl)prop-2-yn-1-yl)amino)ethyl)phenol OC(C1=CC=C(C=C1)C1=CC=C(C=C1)C#CCNCCC1=CC=C(C=C1)O)C1=CC=CC=C1